(S)-N-((R)-5-(3,5-difluorophenyl)-6,7-dihydro-5H-pyrrolo[1,2-a]imidazol-2-yl)-2-(piperidin-1-yl)propanamide FC=1C=C(C=C(C1)F)[C@H]1CCC=2N1C=C(N2)NC([C@H](C)N2CCCCC2)=O